ClC=1C(=CC=C(C1)O)C(C)C 5-chloro-4-isopropylphenol